(R)-4-(4-chloro-3-fluorobenzyl)-1-(5-chloro-3-fluoropyridin-2-yl)-3-(oxetan-3-yl)piperazine-2,5-dione ClC1=C(C=C(CN2[C@@H](C(N(CC2=O)C2=NC=C(C=C2F)Cl)=O)C2COC2)C=C1)F